(2R,3R,4R,5R,6S)-2-(acetoxymethyl)-6-(2-bromo-3-methylphenoxy)-5-(methylsulfonamido)tetrahydro-2H-pyran-3,4-diyl diacetate C(C)(=O)O[C@H]1[C@H](O[C@H]([C@@H]([C@H]1OC(C)=O)NS(=O)(=O)C)OC1=C(C(=CC=C1)C)Br)COC(C)=O